P(SCCC)(OCCC)[O-] dipropyl thiophosphite